C(#N)[C@@H](CC=1C=NC(=CC1F)C=1C=CC2=C(N(C(O2)=O)C)C1)NC(=O)C1OCCCNC1 N-((R)-1-cyano-2-(4-fluoro-6-(3-methyl-2-oxo-2,3-dihydrobenzo[d]oxazol-5-yl)pyridin-3-yl)ethyl)-1,4-oxazepane-2-carboxamide